BrCCCOC1=CC=C(C=C1)C(C)(C)O 2-(4-Bromopropoxyphenyl)-2-propanol